4,6-dimethyl-1,3-dioxane-2-one CC1OC(OC(C1)C)=O